OC[C@H]1OC(=NOC1)C1(CCN(CC1)C(=O)OC(C)(C)C)C |r| rac-tert-butyl 4-[5-(hydroxymethyl)-5,6-dihydro-1,4,2-dioxazin-3-yl]-4-methyl-piperidine-1-carboxylate